ClC1=NC=C(C(=N1)NC1=C(C=CC=C1)CS(=O)(=O)N)C (2-((2-chloro-5-methylpyrimidin-4-yl)amino)phenyl)methylsulfonamide